C(C(=C)C)(=O)OCCOCCOCCOCCOC(COC)N=[N+]=[N-] 2-azidopentaethylene glycol methyl ether methacrylate